NC([C@H](C)NC([C@H](CC1=CC=CC=C1)NC([C@H](C(C)C)NC(CN[C@@H](C)C(C)(C)C)=O)=O)=O)=O (S)-N-((S)-1-(((S)-1-amino-1-oxopropan-2-yl)amino)-1-oxo-3-phenylpropan-2-yl)-2-(2-(((S)-3,3-dimethylbutan-2-yl)amino)acetamido)-3-methylbutanamide